4,5-Dimethoxy-2-nitrophenol COC1=CC(=C(C=C1OC)O)[N+](=O)[O-]